FC1=C2C=CNC2=CC(=C1OC=1C=CC(=C(C1)C=1NC(=CN1)C1(COC2=C1C=CC=C2CC(=O)O)C)F)F 2-(3-(2-(5-((4,6-Difluoro-1H-indol-5-yl)oxy)-2-fluorophenyl)-1H-imidazol-5-yl)-3-methyl-2,3-dihydrobenzofuran-7-yl)acetic acid